FC(S(=O)(=O)C=1C=C(C(=O)O)C=CC1)F 3-(difluoromethylsulfonyl)benzoic acid